BrC1=CC=C(C=C1)C(C)(C)C=1N=C(SC1)NC(=O)NCC1=CC(=C(C=C1)N1CCNCC1)OC 1-(4-(2-(4-bromophenyl)propan-2-yl)thiazol-2-yl)-3-(3-methoxy-4-(piperazin-1-yl)benzyl)urea